4-(4-dimethylaminobenzylidene)-2-phenyl-5-oxazolone CN(C1=CC=C(C=C2N=C(OC2=O)C2=CC=CC=C2)C=C1)C